N,N-Bis(carboxymethyl)-DL-alanine trisodium salt [Na+].[Na+].[Na+].C(=O)([O-])CN([C@@H](C)C(=O)[O-])CC(=O)[O-] |r|